(1R,2S)-2-(4-methoxyphenyl)cyclopropan-1-amine COC1=CC=C(C=C1)[C@H]1[C@@H](C1)N